benzyl 1-acetyl-4-methylpiperidine-4-carboxylate C(C)(=O)N1CCC(CC1)(C(=O)OCC1=CC=CC=C1)C